OC=1C=C(C2=CC=CC=C2C1)C1CCC=2C(=NC(=NC2C1)OC[C@H]1N(CCC1)C)N1[C@H](CN(C[C@@H]1C)C(C=C)=O)C 1-((3S,5S)-4-(7-(3-hydroxynaphthalen-1-yl)-2-(((S)-1-methylpyrrolidin-2-yl)methoxy)-5,6,7,8-tetrahydroquinazolin-4-yl)-3,5-dimethylpiperazin-1-yl)prop-2-en-1-one